{3-[(1,3-benzothiazol-2-yl)amino]-4-methyl-5H,6H,7H,8H-pyrido[2,3-C]pyridazin-8-yl}-5-(3-{2-fluoro-4-[4-(methylamino)butyl]phenoxy}propyl)-1,3-thiazole-4-carboxylic acid S1C(=NC2=C1C=CC=C2)NC2=C(C1=C(N=N2)N(CCC1)C=1SC(=C(N1)C(=O)O)CCCOC1=C(C=C(C=C1)CCCCNC)F)C